COC=1C=C(C=CC1OC)C1=CC(=CC=C1)C=1CB(OC1)O 4-(3',4'-dimethoxy-[1,1'-biphenyl]-3-yl)-1,2-oxaborol-2-ol